C1(NNC=2C1=C1C=CC=NC1=CC2)=O 3H-pyrazolo-[4,3-f]-quinolone